2-bromo-N-(6-fluorobenzo[d]thiazol-2-yl)acetamide BrCC(=O)NC=1SC2=C(N1)C=CC(=C2)F